9-(4-chloro-2-fluoro-phenyl)-2,3-dimethyl-7-[(2S,6S)-2-methyl-6-[1-(oxetan-3-yl)pyrazol-4-yl]morpholin-4-yl]pyrimido[1,2-b]pyridazin-4-one ClC1=CC(=C(C=C1)C=1C=2N(N=C(C1)N1C[C@@H](O[C@H](C1)C=1C=NN(C1)C1COC1)C)C(C(=C(N2)C)C)=O)F